4-(7-hydroxy-3,4-dihydro-2H-chromen-3-yl)phenolate OC1=CC=C2CC(COC2=C1)C1=CC=C(C=C1)[O-]